C1(CCCC1)NC1=C(C1)COC1=C(C=C2C(=CC(NC2=C1)=O)OC1=C(C=C(C=C1)N(C(=O)C1(CC1)C(=O)N)C1=CC=C(C=C1)F)F)OC N-(4-((7-((1-(cyclopentanylamino)cyclopropenyl)methoxy)-6-methoxyquinolone-4-yl)oxy)-3-fluorophenyl)-N-(4-fluorophenyl)cyclopropane-1,1-dicarboxamide